N[C@@H]([C@H](CC=O)O)[C@@H](O)C 4-amino-2,4-dideoxy-L-fucose